6-(pyrrolidin-1-yl)imidazo[1,2-a]pyrazine N1(CCCC1)C=1N=CC=2N(C1)C=CN2